[Pd+2].C1(=CC=CC=C1)P([C-]1C=CC=C1)C1=CC=CC=C1.[C-]1(C=CC=C1)P(C1=CC=CC=C1)C1=CC=CC=C1.[Fe+2] (1,1'-bis(diphenylphosphino)ferrocene) palladium (II)